N-methyl-vinylpyridinium C[N+]1=C(C=CC=C1)C=C